2-(2,6-Dimethyl-4-(1-(5-oxo-4-(4-(trifluoromethoxy)phenyl)-4,5-dihydro-1H-1,2,4-triazol-1-yl)propyl)phenoxy)-2-methylpropionic acid CC1=C(OC(C(=O)O)(C)C)C(=CC(=C1)C(CC)N1N=CN(C1=O)C1=CC=C(C=C1)OC(F)(F)F)C